(S)-7-((6-(((2,2-difluoro-ethyl)(meth-yl)amino)meth-yl)-5-(tetrahydrofuran-3-yl)pyridin-2-yl)amino)-4-(7-fluoro-imidazo[1,2-a]pyridin-3-yl)isoindolin-1-one FC(CN(C)CC1=C(C=CC(=N1)NC=1C=CC(=C2CNC(C12)=O)C1=CN=C2N1C=CC(=C2)F)[C@H]2COCC2)F